COC=1C=C(C=CC1OC)C=1NC2=CC=C(C=C2C1CC)C1=CC=C(C=C1)N1CCNCC1 2-(3,4-dimethoxyphenyl)-3-ethyl-5-(4-(piperazin-1-yl)phenyl)-1H-indole